C(C)(C)OC1CN(C1)C(=O)O[C@@H]1CC[C@H](CC1)C(N(C[C@@H]1CC[C@H](CC1)C1=NC(=C(C=C1)OC)C)C1=NC=CC(=C1)C=1N=C(OC1)C(C)C)=O trans-4-((4-(2-Isopropyloxazol-4-yl) pyridin-2-yl)((trans-4-(5-methoxy-6-methylpyridin-2-yl)cyclohexyl)methyl) carbamoyl)cyclohexyl 3-isopropoxyazetidine-1-carboxylate